NC1=NC=2C=C(C(=CC2C2=C1C=NN2C)C(=O)N(CC=2N=COC2)C2CCC2)F 4-amino-N-cyclobutyl-7-fluoro-1-methyl-N-(1,3-oxazol-4-ylmethyl)-1H-pyrazolo[4,3-c]quinoline-8-carboxamide